O1C(=CC=C1)C(=O)O.C(CCC)C=1OC(=CC1)C=O butyl 5-formylfuran-2-furoate